NC1=CC=C(C(=C1C1=CC(N2[C@@H](CCC2C1)C(=O)OCC(=O)C1=CC2=C(NC(N2C)=O)C=C1)=O)F)Cl 2-(3-methyl-2-oxo-2,3-dihydro-1H-benzo[d]imidazol-5-yl)-2-oxoethyl (3S)-7-(6-amino-3-chloro-2-fluorophenyl)-5-oxo-1,2,3,5,8,8a-hexahydroindolizine-3-carboxylate